OCCN(CCCCN(CCO)CCO)CCO N,N,N',N'-tetrakis-(2-hydroxyethyl)-1,4-diaminobutane